N-((5-((S)-1-cyclopropylethyl)-2,3-dihydro-1H-inden-4-yl)carbamoyl)-4-(prop-1-en-2-yl)furan-2-sulfonimidamide C1(CC1)[C@H](C)C=1C(=C2CCCC2=CC1)NC(=O)NS(=O)(=N)C=1OC=C(C1)C(=C)C